CSSC=CC propenyl methyl disulfide